FC1=CC=C(C=C1)[C@H]1[C@@H](C1)NCC1CN(C1)C(/C=C/C1=CC=C(C(=O)NO)C=C1)=O 4-((E)-3-(3-((((1R,2S)-2-(4-fluorophenyl)cyclopropyl)amino)methyl)azetidin-1-yl)-3-oxoprop-1-en-1-yl)-N-hydroxybenzamide